4-[[3-(2-chloropyrimidin-4-yl)-4-pyridyl]sulfanyl]-3-fluoroaniline ClC1=NC=CC(=N1)C=1C=NC=CC1SC1=C(C=C(N)C=C1)F